CS(=O)(=O)OC[C@@H](CO[Si](C)(C)C(C)(C)C)NC1=C(C=C(C=C1[N+](=O)[O-])S(N)(=O)=O)Br (R)-2-((2-bromo-6-nitro-4-sulfamoylphenyl)amino)-3-((tert-butyldimethylsilyl)oxy)propyl methanesulfonate